NC=1C(=C(C=2CCC3=CC=C(C=C3C2C1C#N)F)C1=C(C=CC2=CC=CC=C12)P(=O)(C1=CC=CC=C1)C1=CC=CC=C1)[N+](=O)[O-] (S)-3-amino-1-(2-(diphenylphosphoryl)-1-naphthyl)-6-fluoro-2-nitro-9,10-dihydrophenanthrene-4-carbonitrile